N-[[4-[4-amino-1-(3-oxocyclopentyl)pyrazolo[3,4-d]pyrimidin-3-yl]phenyl]methyl]-2-methoxy-benzamide NC1=C2C(=NC=N1)N(N=C2C2=CC=C(C=C2)CNC(C2=C(C=CC=C2)OC)=O)C2CC(CC2)=O